3-(5-(((1S,2S)-2-morpholinocyclohexyl)oxy)-1-oxoisoindolin-2-yl)piperidine-2,6-dione O1CCN(CC1)[C@@H]1[C@H](CCCC1)OC=1C=C2CN(C(C2=CC1)=O)C1C(NC(CC1)=O)=O